phenanthrenemethanamine C1(=CC=CC=2C3=CC=CC=C3C=CC12)CN